FC(OC[C@H]1N(C[C@H](C1)OC=1C=NC(=CC1)C(F)(F)F)C1=CC=C(C(=O)O)C=C1)F 4-((2S,4S)-2-((Difluoromethoxy)methyl)-4-((6-(trifluoromethyl)pyridin-3-yl)oxy)pyrrolidin-1-yl)benzoic acid